C(C)C1=CC=C(C=C1)C=1C(=C(C=O)C=CC1C)OC 3-(4-ethyl-phenyl)-2-methoxy-4-methylbenzaldehyde